FC(S(=O)[O-])(F)F.FC(S(=O)[O-])(F)F.[Li+].[Li+] lithium bistrifluoromethanesulfinate